CN(C(=O)COC(=O)C=1SC(=CC1OCC)C1=NC=NC(=C1)NCCN1C(=CC2=C(C=CC(=C12)F)OC)C#N)C 5-{6-[2-(2-Cyano-7-fluoro-4-methoxy-indol-1-yl)-ethylamino]-pyrimidin-4-yl}-3-ethoxy-thiophene-2-carboxylic acid dimethylcarbamoylmethyl ester